(1r,4r)-4-(3-Chloroanilino)-2'-{3-[(7-hydroxy-6,7-dihydro-5H-cyclopenta[b]pyridin-4-yl)oxy]propyl}-2',3'-dihydrospiro[cyclohexane-1,1'-indene]-4-carboxylic acid ClC=1C=C(NC2(CCC3(C(CC4=CC=CC=C34)CCCOC3=C4C(=NC=C3)C(CC4)O)CC2)C(=O)O)C=CC1